ClC1=CC=C(C=N1)NC1=NC=CC2=CC(=CC=C12)OCC1CC12CCC2 N-(6-chloropyridin-3-yl)-6-(spiro[2.3]hexan-1-ylmethoxy)isoquinolin-1-amine